4-bromo-5-((4-(4-((9-cyclopentyl-8-(phenylamino)-9H-purin-2-yl)amino)phenyl)piperazin-1-yl)methyl)-2-(2,6-dioxopiperidin-3-yl)isoindoline-1,3-dione BrC1=C2C(N(C(C2=CC=C1CN1CCN(CC1)C1=CC=C(C=C1)NC1=NC=C2N=C(N(C2=N1)C1CCCC1)NC1=CC=CC=C1)=O)C1C(NC(CC1)=O)=O)=O